BrC1=CC(=C(C(=O)N2[C@H](CN(CC2)C(=O)OC(C)(C)C)CCO)C=C1Cl)F tert-Butyl (3S)-4-(4-bromo-5-chloro-2-fluoro-benzoyl)-3-(2-hydroxyethyl)piperazine-1-carboxylate